CC(C)C(=O)CC(=O)O The molecule is a branched-chain fatty acid that is 4-methylpentanoic acid carrying an oxo substituent at C-3. It is a branched-chain fatty acid and a 3-oxo fatty acid. It derives from a valeric acid. It is a conjugate acid of a 4-methyl-3-oxopentanoate.